C(C)(C)(C)OC(=O)C=1CN(CC1)CC1=CC=CC=C1 1-(phenylmethyl)-2,5-dihydropyrrole-3-carboxylic acid tert-butyl ester